(2-methyl-phenylaminomethyl)-16-oxo-androsta-5-en-3beta-ol CC1=C(C=CC=C1)NCC[C@@]12CC(C[C@H]1[C@@H]1CC=C3C[C@H](CC[C@]3(C)[C@H]1CC2)O)=O